P(=O)(OC[C@H](COC(CCCCCCC(=O)OC(CCCCCCCC)CCCCCCCC)=O)OC(CCCCCCCCC(=O)OC(CCCCCCCC)CCCCCCCC)=O)(OCC[N+](C)(C)C)[O-] (S)-2-((10-(Heptadecan-9-yloxy)-10-oxodecanoyl)oxy)-3-((8-(heptadecan-9-yloxy)-8-oxooctanoyl)oxy)propyl (2-(trimethylammonio)ethyl) phosphate